C(#N)C=1C(=NC(=NC1)NC1=CC=C(C=C1)S(=O)(=O)N)C=1C=NN(C1)C1COC1 4-((5-cyano-4-(1-(oxetan-3-yl)-1H-pyrazol-4-yl)pyrimidin-2-yl)amino)benzenesulfonamide